BrC=1C=C2C(=NC1)C1=C(N2[C@@H](C2CCOCC2)C2=NC=CC=C2F)C(=NN1C)C(=O)OC (S)-Methyl 6-bromo-4-((3-fluoropyridin-2-yl)(tetrahydro-2H-pyran-4-yl)methyl)-1-methyl-1,4-dihydropyrazolo[3',4':4,5]pyrrolo[3,2-b]pyridine-3-carboxylate